1-(1-methyl-1H-indol-3-yl)2-propanone CN1C=C(C2=CC=CC=C12)CC(C)=O